3-[3-fluoro-4-(4-piperidyl)anilino]piperidine-2,6-dione hydrochloric acid salt Cl.FC=1C=C(NC2C(NC(CC2)=O)=O)C=CC1C1CCNCC1